ClC1=CC=C(C=C1)C(C[C@@H](C(F)(F)F)C)N1C[C@@H](N(C[C@H]1C)C=1C=2N=CN(C2N2C(N1)=NN=C2)C[C@H]2OCCC2)C 4-((2S,5R)-4-((3S)-1-(4-chlorophenyl)-4,4,4-trifluoro-3-methylbutyl)-2,5-dimethylpiperazin-1-yl)-1-(((S)-tetrahydrofuran-2-yl)methyl)-1H-[1,2,4]triazolo[3,4-b]purine